2-[3-cyclopropyl-5-(trifluoromethyl)pyrazol-1-yl]-1-[(2R,3R)-3-[3,8-diazabicyclo[3.2.1]octan-8-yl]-2-[2-methyl-3-(trideuteriomethoxy)phenyl]pyrrolidin-1-yl]ethanone hydrochloride Cl.C1(CC1)C1=NN(C(=C1)C(F)(F)F)CC(=O)N1[C@@H]([C@@H](CC1)N1C2CNCC1CC2)C2=C(C(=CC=C2)OC([2H])([2H])[2H])C